bis(3-monoethoxybutyldimethylsilylpropyl) trisulfide C(C)OCCCC[Si](CCCSSSCCC[Si](C)(C)CCCCOCC)(C)C